(1R,2S,3R,5R)-2-((tert-butyldimethylsilyl)oxy)-5-(hydroxymethyl)-3-(2-isobutyramido-6-oxo-1,6-dihydro-9H-purin-9-yl)cyclopentyl hydrogen phosphonate, triethylammonium salt C(C)[NH+](CC)CC.P(O[C@H]1[C@H]([C@@H](C[C@@H]1CO)N1C=2N=C(NC(C2N=C1)=O)NC(C(C)C)=O)O[Si](C)(C)C(C)(C)C)(O)=O